C(C)(=O)C=1C=C(C=C2C(N(C(=NC12)N1CCOCC1)C(F)F)=O)C 8-acetyl-3-(difluoromethyl)-6-methyl-2-morpholinoquinazolin-4(3H)-one